N=1N(C=C2C1N=CC=C2)C[C@@]2(CC(CCC2)=O)C (S)-3-((2H-pyrazolo[3,4-b]pyridin-2-yl)methyl)-3-methylcyclohexane-1-one